C(C)(C)(C)NC(C)=O N-(tert-butyl)acetamide